C(CCC)OC1=CC=C(C=C1)C(C(=O)N(C)C)=O 2-(4-Butoxyphenyl)-N,N-dimethyl-2-oxoacetamide